C(C)C1=CC=C(C=C1)N=C=S p-ethyl-phenyl isothiocyanate